BrC1=CC2=CN(N=C2C=C1OCC)C1OCCCC1 5-Bromo-6-ethoxy-2-(tetrahydro-2H-pyran-2-yl)-2H-indazole